N1(C=NC=C1)CC=1C=C(C2=C(C(N(CCO2)C2=CC(=NC3=C(C=C(C=C23)OC)OC)C)=O)C1)C=1C(=NN(C1)C)C(F)(F)F 7-((1H-imidazol-1-yl)methyl)-4-(6,8-dimethoxy-2-methylquinolin-4-yl)-9-(1-methyl-3-(trifluoromethyl)-1H-pyrazol-4-yl)-3,4-dihydrobenzo[f][1,4]oxazepin-5(2H)-one